N-[[6-(3-acetamidobenzoyl)-6-azaspiro[2.5]octan-2-yl]methyl]furo[2,3-c]pyridine-2-carboxamide C(C)(=O)NC=1C=C(C(=O)N2CCC3(C(C3)CNC(=O)C3=CC=4C(=CN=CC4)O3)CC2)C=CC1